OC=1C(=NC=C(C1C)C=1C=NN(C1)CC(C)C)C(=O)NCC(=O)OCC Ethyl (3-hydroxy-5-(1-isobutyl-1H-pyrazol-4-yl)-4-methylpicolinoyl)glycinate